Br[Ir-2](Br)(Br)(Br)(Br)Br.[K+].[K+] potassium hexabromoiridium (IV)